1,6-bis(2-triethoxysilylethyl)dodecafluorohexane C(C)O[Si](CCC(C(C(C(C(C(CC[Si](OCC)(OCC)OCC)(F)F)(F)F)(F)F)(F)F)(F)F)(F)F)(OCC)OCC